C(C)NC(C(C)C)[Si](OC)(OC)OC (N-ethylamino-isobutyl)(trimethoxy)silane